CC(C(=O)O)(C)N1C(N(C2=C(C1=O)C(=C(S2)C=2OC=CN2)C)C[C@@H](OC(C)C)C2=CC=CC=C2)=O 2-methyl-2-[5-methyl-6-(1,3-oxazol-2-yl)-2,4-dioxo-1-[(2S)-2-phenyl-2-(propan-2-yloxy)ethyl]-1H,2H,3H,4H-thieno[2,3-d]pyrimidin-3-yl]propionic acid